COC(C(C(C1=CC(=C(C=C1)C)CN1C[C@H](OC2=C(C1)C1=CC=CC=C1C=C2)CC)C2=C(C1=C(N(N=N1)C)C=C2)C)(C)C)=O 3-(1,4-dimethyl-1H-benzo[d][1,2,3]triazol-5-yl)-3-(3-(((R)-4-ethyl-3,4-dihydronaphtho[1,2-f][1,4]oxazepin-2(1H)-yl)methyl)-4-methylphenyl)-2,2-dimethylpropanoic acid methyl ester